2,2,6,6-tetramethylpiperidin-4-ylhexadecanoate CC1(NC(CC(C1)OC(CCCCCCCCCCCCCCC)=O)(C)C)C